5-(imidazo[1,2-a]pyridin-6-yl)-N-(trans-3-morpholinocyclobutyl)pyrrolo[2,1-f][1,2,4]triazin-2-amine N=1C=CN2C1C=CC(=C2)C=2C=CN1N=C(N=CC12)N[C@@H]1C[C@H](C1)N1CCOCC1